N'-{(2S,3R)-1-(bicyclo[1.1.1]pentane-1-carbonyl)-4,4-difluoro-2-[(2-fluoro[1,1'-biphenyl]-3-yl)methyl]pyrrolidin-3-yl}-N,N-dimethylsulfuric diamide C12(CC(C1)C2)C(=O)N2[C@H]([C@H](C(C2)(F)F)NS(N(C)C)(=O)=O)CC=2C(=C(C=CC2)C2=CC=CC=C2)F